CC=1C(=C(CC2=C(C#N)C=CC=C2)C=C(C1)C)N(CCN1CCOCC1)C 2-(3,5-dimethyl-2-(methyl(2-morpholinoethyl)amino)benzyl)benzonitrile